FC(C(=O)O)(F)F.CS(=O)(=O)C1CCC(CC1)N (1r,4r)-4-(methylsulfonyl)cyclohexan-1-amine trifluoroacetate salt